{2-[(2-hydroxyethyl)amino]-2-oxoethyl}carbamic acid tert-butyl ester C(C)(C)(C)OC(NCC(=O)NCCO)=O